NC=1C(=C(C(=NC1)C(F)(F)F)C1=C(C=2N=C(N=C(C2C=N1)N1C[C@H]2CC[C@@H](C1)N2C(=O)OC(C)(C)C)OCC(F)(F)F)F)C tert-butyl (1R,5S)-3-(7-(5-amino-4-methyl-2-(trifluoromethyl)pyridin-3-yl)-8-fluoro-2-(2,2,2-trifluoroethoxy)pyridino[4,3-d]pyrimidin-4-yl)-3,8-diazabicyclo[3.2.1]octan-8-formate